(R)-1-(4-cyano-3-(trifluoromethyl)phenyl)-N-(5-(4-((2-methyl-4-(piperidin-4-ylmethyl)piperazin-1-yl)methyl)piperidin-1-yl)pyridin-2-yl)piperidine-4-carboxamide hydrochloride Cl.C(#N)C1=C(C=C(C=C1)N1CCC(CC1)C(=O)NC1=NC=C(C=C1)N1CCC(CC1)CN1[C@@H](CN(CC1)CC1CCNCC1)C)C(F)(F)F